CC=1C=C(C=CC1)NC(=S)NC1=CC(=CC=C1)C 1,3-bis(3-methylphenyl)thiourea